2-OCTANOL CC(CCCCCC)O